BrC1=C(C(=NC=C1)F)C(=O)C1CCN(CC1)C(=O)OC(C)(C)C tert-butyl 4-(4-bromo-2-fluoropyridine-3-carbonyl)piperidine-1-carboxylate